COC1=CC=C(C=C1)CCCCN1N=C(N=N1)C 2-(4-(4-methoxyphenyl)butyl)-5-methyl-2H-tetrazole